FC=1C=C2C=C(NC2=CC1OCC=1C(=NC=CC1)F)CNC(=O)C1(CC1)C N-((5-fluoro-6-((2-fluoropyridin-3-yl)methoxy)-1H-indol-2-yl)methyl)-1-methylcyclopropane-1-carboxamide